[1-(4-fluorophenyl)ethyl]-1H-pyrrole-2-carboxylic acid ethyl ester C(C)OC(=O)C=1N(C=CC1)C(C)C1=CC=C(C=C1)F